4-(5,6-dimethoxybenzo[B]thiophene-2-yl)-4-oxobutyric acid COC1=CC2=C(SC(=C2)C(CCC(=O)O)=O)C=C1OC